NCCC1(CCN(CC1)C1=CC(N(C(=N1)C)C1=C(C(=CC=C1)Cl)Cl)=O)CO 6-[4-(2-aminoethyl)-4-(hydroxymethyl)piperidin-1-yl]-3-(2,3-dichlorophenyl)-2-methyl-3,4-dihydropyrimidin-4-one